O\N=C\C=1N(C2=C(C=C(C=C2C1)C)S(=O)(=O)N(CC1=NC2=C(C(N(C=C2)C)=O)N1)C)S(=O)(=O)C1=CC=C(C)C=C1 (E)-2-((hydroxyimino)methyl)-N,5-dimethyl-N-((5-methyl-4-oxo-4,5-dihydro-3H-imidazo[4,5-c]pyridin-2-yl)methyl)-1-tosyl-1H-indole-7-sulfonamide